FC(C=1N=C2N(N=C(C(=C2)C)N2CC=3C=C(C=NC3CC2)NC2=C(C=NC=C2)F)C(C1)=O)F 2-(difluoromethyl)-7-(3-((3-fluoropyridin-4-yl)amino)-7,8-dihydro-1,6-naphthyridin-6(5H)-yl)-8-methyl-4H-pyrimido[1,2-b]pyridazin-4-one